1-((7-(cyclopropanecarbonyl)-10-hydroxy-7-azaspiro[4.5]decan-10-yl)methyl)-N,N-dimethyl-6-oxo-4-phenyl-1,6-dihydropyridine-3-carboxamide C1(CC1)C(=O)N1CC2(CCCC2)C(CC1)(O)CN1C=C(C(=CC1=O)C1=CC=CC=C1)C(=O)N(C)C